N-[(3R)-1-(4-{[(1R)-1-(5-bromopyridin-3-yl)ethyl]amino}-2-methylpyrido[3,4-d]pyrimidin-6-yl)pyrrolidin-3-yl]acetamide BrC=1C=C(C=NC1)[C@@H](C)NC=1C2=C(N=C(N1)C)C=NC(=C2)N2C[C@@H](CC2)NC(C)=O